C(CCC)(=O)N[C@@H](CC(N)=O)C(=O)O N-butyryl-asparagine